ClC1=C(C=C2C=C(N=CC2=C1)NC(=O)C1CC12CCOCC2)C2CCN(CC2)C2(COCC2C)C N-(7-chloro-6-(1-(3,4-dimethyltetrahydrofuran-3-yl)piperidin-4-yl)isoquinolin-3-yl)-6-oxaspiro[2.5]octane-1-carboxamide